(4-amino-7-(1-(tetrahydro-2H-pyran-2-yl)-1H-pyrazol-5-yl)-2H-pyrazolo[4,3-c]quinolin-2-yl)butanoic acid ethyl ester C(C)OC(C(CC)N1N=C2C(C(=NC=3C=C(C=CC23)C2=CC=NN2C2OCCCC2)N)=C1)=O